OC=1C=C(CC2=CC(=CC(=N2)C(=O)NC)C(=O)N[C@@H]2[C@H](C2)C)C=CC1 6-(3-hydroxybenzyl)-N2-methyl-N4-((1S,2S)-2-methylcyclopropyl)pyridine-2,4-dicarboxamide